2,4-bis(aminomethyl)benzonitrile NCC1=C(C#N)C=CC(=C1)CN